bis(2-hydroxybenzoyl)-methane OC1=C(C(=O)CC(C2=C(C=CC=C2)O)=O)C=CC=C1